2-chloro-6-[3-[dideuterio-(2,2,3,3-tetramethylcyclopropyl)methoxy]pyrazol-1-yl]pyridine-3-carboxylic acid ethyl ester C(C)OC(=O)C=1C(=NC(=CC1)N1N=C(C=C1)OC(C1C(C1(C)C)(C)C)([2H])[2H])Cl